bis-stearyl-ethyl-hydroxyethyl-methyl-ammonium methyl-sulfate diethyl-4,4'-((1E,1'E)-piperazine-1,4-diylbis(diazene-2,1-diyl))dibenzoate C(C)OC(C1=CC=C(C=C1)\N=N\N1CCN(CC1)/N=N/C1=CC=C(C(=O)OCC)C=C1)=O.COS(=O)(=O)[O-].C(CCCCCCCCCCCCCCCCC)C([NH+](CCO)CC)CCCCCCCCCCCCCCCCCC